ClC1=C(C=C(N=N1)NC(C(C)(C)C)=O)C(CC#N)N1C(N[C@@H](C1)C(F)(F)F)=O N-(6-chloro-5-{2-cyano-1-[(4S)-2-oxo-4-(trifluoromethyl)tetrahydro-1H-imidazol-1-yl]ethyl}-1,2-diazin-3-yl)-2,2-dimethylpropanamide